B(O)(O)O.B(O)(O)O.B(O)(O)O.B(O)(O)O.C(C)N1C=NC=C1 3-ethylimidazole tetraborate